COC(=O)[C@H]1N(C[C@@H](C1)NCCNC(=O)OC(C)(C)C)C(=O)OC(C)(C)C (2S,4R)-4-[2-(tert-butoxycarbonylamino)ethylamino]Pyrrolidine-1,2-dicarboxylic acid 1-tert-butyl 2-methyl ester